C(#N)C=1C(=NN(C1SCC1=CC=C(C=C1)F)C(=O)C=1OC=CC1)C1C(N(CCC1)S(=O)(=O)N(C)C)C 3-(4-Cyano-5-{[(4-fluorophenyl)methyl]sulfanyl}-1-(furan-2-carbonyl)-1H-pyrazol-3-yl)-N,N,2-trimethylpiperidin-1-sulfonamid